C(C)(=O)C1=CC=C(NC2=CC=CC(=N2)S(=O)(=O)NC(=O)C=2C(=NC=CC2)N2C(CC(C2)C)(C)C)C=C1 N-[[6-(4-Acetylanilino)-2-pyridyl]sulfonyl]-2-(2,2,4-trimethylpyrrolidin-1-yl)pyridin-3-carboxamid